C1(CC1)COC(=O)C=1C(=NN(C1)C)OCC1CC1 3-(cyclopropylmethoxy)-1-methyl-1H-pyrazole-4-carboxylic acid cyclopropylmethyl ester